BrC1=C(C=C2CCC(CC2=C1F)=O)OCOCCOC 7-bromo-8-fluoro-6-[(2-methoxyethoxy)methoxy]-3,4-dihydronaphthalen-2(1H)-one